ClC1=CC2=C(N(S(N=C2N2C[C@H](N(C[C@@H]2C)C(C=C)=O)C)(=O)=O)C2=C(C=CC=C2)C(C)(C)C)N=C1C1=C(C=CC=C1)S(=O)(=O)C 1-((2R,5S)-4-(6-chloro-1-(2-(2-methyl-2-propanyl)phenyl)-7-(2-(methylsulfonyl)phenyl)-2,2-dioxido-1H-pyrido[2,3-c][1,2,6]thiadiazin-4-yl)-2,5-dimethyl-1-piperazinyl)-2-propen-1-one